ClC=1N=CC(=NC1)[C@H]1[C@@H](C1)C(=O)OC(C)(C)C |r| rac-tert-Butyl (1R,2R)-2-(5-chloropyrazin-2-yl)cyclopropane-1-carboxylate